COC1=CC=C(CCC2=CC=C(C=C2)OC)C=C1 dimethoxybibenzyl